2-((6-acetylbenzo[d]-oxazol-2-yl)amino)-N-(2-methoxyethoxy)-1-methyl-1H-benzo[d]-imidazole-5-carboxamide C(C)(=O)C1=CC2=C(N=C(O2)NC2=NC3=C(N2C)C=CC(=C3)C(=O)NOCCOC)C=C1